CC1=C(C(=CC(=C1)N)C)N 2,6-dimethyl-para-phenylenediamine